C1N(CCC2=CC=CC=C12)C[C@H](CN1CCOC2=C(C1=O)C=CC(=C2)C=2C=NN(C2)C)O 4-[(2R)-3-(3,4-dihydro-1H-isoquinolin-2-yl)-2-hydroxy-propyl]-8-(1-methylpyrazol-4-yl)-2,3-dihydro-1,4-benzoxazepin-5-one